BrC=1C(=C(NC=2C3=C(N=CN2)NC=C3C3CCN(CC3)C(C=C)=O)C=CC1OCC1=NC=CC=C1)F 1-[4-[4-[3-bromo-2-fluoro-4-(2-pyridylmethoxy)anilino]-7H-pyrrolo[2,3-d]pyrimidin-5-yl]-1-piperidyl]prop-2-en-1-on